7-((5-methoxy-7-methyl-1H-indol-4-yl)methyl)-6-(4-(6-methyl-2,6-diazaspiro[3.3]heptane-2-carbonyl)phenyl)-7-azaspiro[3.5]nonane-2-carbonitrile COC=1C(=C2C=CNC2=C(C1)C)CN1C(CC2(CC(C2)C#N)CC1)C1=CC=C(C=C1)C(=O)N1CC2(C1)CN(C2)C